C1(=CC=CC=C1)NCC#C 3-(phenylamino)prop-1-yn